1,4-OXAZEPANE-3-CARBOXYLIC ACID O1CC(NCCC1)C(=O)O